N1N=NC2=C1C=CC(=C2)CN2C(C1=CC=CC=C1C2CC2=C(C=NN2C)C)=O 2-((1H-benzo[d][1,2,3]triazol-5-yl)methyl)-3-((1,4-dimethyl-1H-pyrazol-5-yl)methyl)isoindolin-1-one